C(CCCCCCC)(=O)C(C(=O)N)(O)C(O)C(CCCCCCC)=O 2,3-dioctanoylglyceramide